CN1CCN(CC1)C=1C=CC=2C(N(C3=CC=CC1C23)C2C(NC(CC2)=O)=O)=O 3-[5-(4-methylpiperazin-1-yl)-2-oxo-benzo[cd]indol-1-yl]piperidine-2,6-dione